N[C@H](C(=O)N)C[C@H]1C(NCC1)=O (S)-2-amino-3-((S)-2-oxopyrrolidin-3-yl)propanamide